OC1=NC(=CC(=C1C#N)C1=C(C=C(C=C1F)F)F)C 2-Hydroxy-6-methyl-4-(2,4,6-trifluorophenyl)pyridine-3-carbonitrile